N-[(1S)-1-(5-bromopyridin-3-yl)ethyl]-2-methylpropan-2-sulfinamide BrC=1C=C(C=NC1)[C@H](C)NS(=O)C(C)(C)C